N-[4-[(6,7-Dimethoxy-1,5-naphthyridin-4-yl)oxy]-3-fluorophenyl]-4-hydroxy-6-methyl-5-(1,3-thiazol-4-yl)pyridine-3-carboxamide COC=1N=C2C(=CC=NC2=CC1OC)OC1=C(C=C(C=C1)NC(=O)C=1C=NC(=C(C1O)C=1N=CSC1)C)F